CN1N=C(C=C1)NC=1C=CC(=NC1)C1=CC=C(C=C1)C1CCC(CC1)CC(=O)O (4-{4-[5-(1-Methyl-1H-pyrazol-3-ylamino)-pyridin-2-yl]-phenyl}-cyclohexyl)-acetic acid